CC1(C=O)C(C(=C(C=C1)C)C)C 1,2,3,4-tetramethyl-benzaldehyde